C(C)(C)(C)OC(=O)N1CC=2N(N=C(C2C1)C=O)C 3-formyl-1-methyl-4,6-dihydropyrrolo[3,4-c]pyrazole-5(1H)-carboxylic acid tert-butyl ester